oxyl-phenol OC1=C(C=CC=C1)O